C[Si](C1=CC=C(C=C1)[Si](O)(O)C)(O)O 1,4-bis(methyl-dihydroxysilyl)benzene